benzyl-2-methylimidazole C(C1=CC=CC=C1)C=1N=C(NC1)C